ClC1=C(C(=NC=2N1N=C(C2C=O)C2=CC=CC=C2)C)C2=CC=C(C=C2)OC 7-chloro-6-(4-methoxyphenyl)-5-methyl-2-phenylpyrazolo[1,5-a]pyrimidine-3-carbaldehyde